Sodium-manganese-copper-titanium [Ti].[Cu].[Mn].[Na]